CC(C=O)N(C(CCC(N(CCOCCOCCC)C1CCNCC1)=O)=O)C 2,3-dimethyl-1,4,7-trioxo-8-(piperidin-4-yl)-11,14-dioxa-3,8-diazaheptadecane